C=1(C(=CC=CC1)C=CC(=O)O)C1=CC=CC=C1.C(C=C)(=O)O.C1(=CC=CC=C1)C1=CC=CC=C1 o-biphenyl acrylate (o-biphenyl-acrylate)